tert-butyl (R)-3-((4-chloro-7-methoxyquinazolin-6-yl)oxy)pyrrolidine-1-carboxylate ClC1=NC=NC2=CC(=C(C=C12)O[C@H]1CN(CC1)C(=O)OC(C)(C)C)OC